FC=1C=C(C=CC1F)C1=CN=C(O1)NC1=C(N=NC=C1)C(=NO)N ((5-(3,4-difluorophenyl)oxazol-2-yl)amino)-N'-hydroxypyridazin-3-carboxamidine